FC1(CCC(CC1)CCCN[C@@H]1C=C([C@@H]([C@@H]([C@H]1O)O)O)COC(F)F)F (1S,2S,3S,6R)-6-((3-(4,4-difluorocyclohexyl)propyl)amino)-4-((difluoromethoxy)methyl)cyclohex-4-ene-1,2,3-triol